3-(2,6-difluoro-3,5-dimethoxyphenyl)-1-ethyl-8-(pyrrolidin-1-ylmethyl)-1,3,4,7-tetrahydro-2H-pyrrolo[3',2':5,6]pyrido[4,3-d]pyrimidine-2-thione FC1=C(C(=C(C=C1OC)OC)F)N1C(N(C2=C(C1)C=NC1=C2C=C(N1)CN1CCCC1)CC)=S